NC1=CC=C(C=C1)C=1N=C(C=2N(C1)C=CC2)C2=CC(=C(C(=C2)OC)OC)OC (4-aminophenyl)-1-(3,4,5-trimethoxyphenyl)pyrrolo[1,2-a]pyrazine